C(C)(=O)C=1C(=CC2=C(OCO2)C1F)NC(C)=O N-(6-acetyl-7-fluorobenzo[d][1,3]dioxol-5-yl)acetamide